5-(((((2-(Trimethylsilyl)ethoxy)methoxy)methyl)pyridin-2-yl)amino)nicotinamide C[Si](CCOCOCC=1C(=NC=CC1)NC=1C=NC=C(C(=O)N)C1)(C)C